CC1NCCN(C1)C1COCC1 2-methyl-4-(oxolan-3-yl)piperazine